Cl.Cl.NCC=1OC=C(N1)C(=O)NCC1=NC=CC=C1F 2-(aminomethyl)-N-[(3-fluoropyridin-2-yl)methyl]-1,3-oxazole-4-carboxamide dihydrochloride